phenylmethyl-carbodiimide C1(=CC=CC=C1)CN=C=N